C[C@H]1N([C@H](CC(=C1)B1OC(C(O1)(C)C)(C)C)C)C(=O)OC(C)(C)C tert-butyl (2R,6S)-2,6-dimethyl-4-(4,4,5,5-tetramethyl-1,3,2-dioxaborolan-2-yl)-5,6-dihydro-2H-pyridine-1-carboxylate